3-(2-(prop-1-en-2-yl)phenyl)-3-vinylcyclohexan-1-one C=C(C)C1=C(C=CC=C1)C1(CC(CCC1)=O)C=C